N1=C(C=CC=C1)C1(CCOC2(CCCC2)C1)CCNCNC1=CC=CC=C1 (((2-(9-(pyridin-2-yl)-6-oxaspiro[4.5]decan-9-yl)ethyl)amino)methyl)aniline